ClC1=CC=C(C=C1)C1=C(C=CC=C1)CN1CCN(CC1)C(=O)C=1C=C2CN(C(C2=CC1F)=O)C1C(NC(CC1)=O)=O 3-(5-(4-((4'-chloro-[1,1'-biphenyl]-2-yl)methyl)piperazine-1-carbonyl)-6-fluoro-1-oxoisoindolin-2-yl)piperidine-2,6-dione